N-ethyl-N-isopropylpropane-2-amine C(C)N(C(C)C)C(C)C